C(C1=CC=CC=C1)NC(C1=C(C=CC=C1)N[C@H](C)C1=CC(=CC=2C(C(=C(OC21)C2=CC=CC=C2)C)=O)C)=O N-benzyl-2-[[(1R)-1-(3,6-dimethyl-4-oxo-2-phenyl-benzopyran-8-yl)ethyl]amino]benzamide